C(CCCCCCC)C(CCCCCCCC)OC(CCCCCCCOC(=O)[C@H]1N(C[C@@H](C1)NC(CCN(C)C)=O)CCCCCC(OCCCCCCCCCCC)=O)=O (2s,4r)-4-[3-(dimethylamino)propionylamino]-1-(6-oxo-6-undecoxy-hexyl)pyrrolidine-2-carboxylic acid [8-(1-octylnonyloxy)-8-oxo-octyl] ester